(R)-1-(1-propenylpiperidin-3-yl)-4-amino-N-(5-cyanobenzo[d]oxazol-2-yl)-1H-pyrazolo[3,4-d]pyrimidine-3-carboxamide C(=CC)N1C[C@@H](CCC1)N1N=C(C=2C1=NC=NC2N)C(=O)NC=2OC1=C(N2)C=C(C=C1)C#N